C(CCC)[Sn](C=1N=CSC1)(CCCC)CCCC tributyl(thiazol-4-yl)stannane